4-(6-bromopyridin-2-yl)-4-hydroxypiperidine-1-carboxylic acid tert-butyl ester C(C)(C)(C)OC(=O)N1CCC(CC1)(O)C1=NC(=CC=C1)Br